BrC1=C2C=NN(C2=CC(=C1OC(F)(F)F)C)C1OCCCC1 4-bromo-6-methyl-1-tetrahydropyran-2-yl-5-(trifluoromethoxy)indazole